cyclopentyl-isopropyl-diethoxysilane Methyl-(azetidin-2-ylmethyl)(1-(4-fluoro-3-(trifluoromethoxy)phenyl)cyclopropyl)carbamate COC(N(C1(CC1)C1=CC(=C(C=C1)F)OC(F)(F)F)CC1NCC1)=O.C1(CCCC1)[Si](OCC)(OCC)C(C)C